(R)-6-(2-(difluoromethoxy)-4-(trifluoromethyl)phenyl)-5-methyl-N-(1-(oxetane-3-yl)piperidin-3-yl)-1,2,4-triazine-3-amine FC(OC1=C(C=CC(=C1)C(F)(F)F)C1=C(N=C(N=N1)N[C@H]1CN(CCC1)C1COC1)C)F